C1(=CC=C(C=C1)C1=NC(=NC(=N1)C1=CC=C(C=C1)Cl)C=1C=C(C(=CC1)C1=CC=C(C=C1)C#N)C1=CC=C(C=C1)C#N)C1=CC=CC=C1 4'-(4-([1,1'-biphenyl]-4-yl)-6-(4-chlorophenyl)-1,3,5-triazin-2-yl)-[1,1':2',1''-terphenyl]-4,4''-dicarbonitrile